4-chloro-5-methyl-1-tosyl-1H-pyrrolo[2,3-b]pyridine ClC1=C2C(=NC=C1C)N(C=C2)S(=O)(=O)C2=CC=C(C)C=C2